tert-butyl 3-(3-fluorophenyl)pyrrolidine-1-carboxylate FC=1C=C(C=CC1)C1CN(CC1)C(=O)OC(C)(C)C